(R)-N-(4-(2H-tetrazol-5-yl)phenyl)-2-bromobutyramide N=1NN=NC1C1=CC=C(C=C1)NC([C@@H](CC)Br)=O